[Pt](Cl)Cl platinum(II) chloride